O=C1NC(C2=C(N1)SC(=C2)CN2CCN(CC2)C=2C=CC(=NC2)C(=O)NC)=O 5-(4-((2,4-dioxo-1,2,3,4-tetrahydrothieno[2,3-d]pyrimidin-6-yl)methyl)piperazin-1-yl)-N-methylpicolinamide